Discandium trioxide [O-2].[O-2].[O-2].[Sc+3].[Sc+3]